NCC(=O)NC1=C(C=C(C=C1)\C=C\C1=C(C(=CC(=C1)O)OCC)CC=C(C)C)OC (E)-2-amino-N-(4-(3-ethoxy-5-hydroxy-2-(3-methylbut-2-en-1-yl)styryl)-2-methoxyphenyl)acetamide